2-cyclopentyl-N-(quinolin-8-yl)but-3-enamide C1(CCCC1)C(C(=O)NC=1C=CC=C2C=CC=NC12)C=C